2-(2-chlorophenyl)-N-{4-[3-(difluoromethyl)-1H-Pyrazol-1-yl]-3-sulfamoylphenyl}acetamide ClC1=C(C=CC=C1)CC(=O)NC1=CC(=C(C=C1)N1N=C(C=C1)C(F)F)S(N)(=O)=O